tert-butyl-4-((6-(3-amino-4-(methoxycarbonyl)phenyl)-2,2-difluoro-7-azaspiro[3.5]nonan-7-yl)methyl)-5-methoxy-7-methyl-1H-indole-1-carboxylate C(C)(C)(C)OC(=O)N1C=CC2=C(C(=CC(=C12)C)OC)CN1C(CC2(CC(C2)(F)F)CC1)C1=CC(=C(C=C1)C(=O)OC)N